CC1([C@H]2CN([C@@H]([C@@H]12)C(NNC[C@H]1C(NCCC1)=O)=O)C(=O)[C@H]([C@H](CC)C)NC(C(F)(F)F)=O)C N-[(1S,2S)-1-[(1R,2S,5S)-6,6-dimethyl-2-[[[(3S)-2-oxo-3-piperidyl]methylamino]carbamoyl]-3-azabicyclo[3.1.0]hexane-3-carbonyl]-2-methyl-butyl]-2,2,2-trifluoro-acetamide